C(C1=CC=CC=C1)N1CCC(CC1)CCNC(=O)N1[C@@H](CN(C[C@@H]1C)C1=NC=C(N=C1)C#N)C (2R,6S)-N-[2-(1-benzylpiperidin-4-yl)ethyl]-4-(5-cyanopyrazin-2-yl)-2,6-dimethylpiperazine-1-carboxamide